ethyl (2-(3-(1-(2-morpholinoethyl)-5-(pentan-3-ylcarbamoyl)-1H-pyrazol-3-yl)phenyl)oxazole-5-carbonyl)-L-valinate O1CCN(CC1)CCN1N=C(C=C1C(NC(CC)CC)=O)C=1C=C(C=CC1)C=1OC(=CN1)C(=O)N[C@@H](C(C)C)C(=O)OCC